Diphenyl-MethaneDiamine C1(=CC=CC=C1)C(N)(N)C1=CC=CC=C1